(2R,5R)-4-(6-chloro-1-methyl-2-oxo-1,2-dihydropyrido[3,2-d]pyrimidin-4-yl)-5-(methoxymethyl)-2-methylpiperazine-1-carboxylic acid tert-butyl ester C(C)(C)(C)OC(=O)N1[C@@H](CN([C@H](C1)COC)C=1C2=C(N(C(N1)=O)C)C=CC(=N2)Cl)C